ClC=1C=CC=C2C=CC=C(C12)N1CC=2N=C(N=C(C2CC1)N1C2CN(C(C1)CC2)C(C=C)=O)OCC2(CC2)CN(C)C 1-(5-(7-(8-chloronaphthalen-1-yl)-2-((1-((dimethylamino)methyl)cyclopropyl)methoxyl)-5,6,7,8-tetrahydropyrido[3,4-d]pyrimidin-4-yl)-2,5-diazabicyclo[2.2.2]octane-2-yl)prop-2-ene-1-one